2-(3,5-dichloro-4-((1-oxo-2-(pyridin-4-ylmethyl)-1,2,3,4-tetrahydroisoquinolin-6-yl)oxy)phenyl)-1,2,4-triazine-3,5(2H,4H)-dione ClC=1C=C(C=C(C1OC=1C=C2CCN(C(C2=CC1)=O)CC1=CC=NC=C1)Cl)N1N=CC(NC1=O)=O